4,4',4''-(1,3,5-Triazine-2,4,6-triyl)trianiline N1=C(N=C(N=C1C1=CC=C(N)C=C1)C1=CC=C(N)C=C1)C1=CC=C(N)C=C1